FC1=CC=C(C=C1)C1=CC=2C(=NC=C(C2)C=2C=C(SC2)C(=O)N[C@@H](CO)CC)N1 (R)-4-(2-(4-Fluorophenyl)-1H-pyrrolo[2,3-b]pyridin-5-yl)-N-(1-hydroxybutan-2-yl)-thiophene-2-carboxamide